N-[4-(3-cyanophenyl)-5-imidazo[1,2-a]pyridin-6-yl-thiazol-2-yl]-2-oxa-6-azaspiro[3.3]heptane-6-carboxamide C(#N)C=1C=C(C=CC1)C=1N=C(SC1C=1C=CC=2N(C1)C=CN2)NC(=O)N2CC1(COC1)C2